NC(C(=O)NCCC1=C(C(=C(C=C1)O)O)O)CO 2-Amino-3-hydroxy-N-(2,3,4-trihydroxyphenethyl)propanamide